FC1=C(C=C(C=C1)B([O-])[O-])[N+](=O)[O-] 4-fluoro-3-nitrophenylboronate